3-(phenyl-d5)-9H-carbazole C1(=C(C(=C(C(=C1[2H])[2H])[2H])[2H])[2H])C=1C=CC=2NC3=CC=CC=C3C2C1